(2S,4R)-1-(2-(3-acetyl-5-(1H-thieno[3,2-c]pyrazol-3-yl)-1H-indazol-1-yl)acetyl)-N-(6-bromopyridin-2-yl)-4-fluoropyrrolidine-2-carboxamide C(C)(=O)C1=NN(C2=CC=C(C=C12)C=1C2=C(NN1)C=CS2)CC(=O)N2[C@@H](C[C@H](C2)F)C(=O)NC2=NC(=CC=C2)Br